Methyl (trans)-2-{[3-(2,4-dimethoxypyridin-3-yl)-1-{[2-(trimethylsilyl)ethoxy]methyl}pyrrolo[2,3-b]pyridin-6-yl]carbamoyl}cyclopropane-1-carboxylate COC1=NC=CC(=C1C1=CN(C2=NC(=CC=C21)NC(=O)[C@H]2[C@@H](C2)C(=O)OC)COCC[Si](C)(C)C)OC